NC1=NC2=CC(=CC=C2C=C1F)CN(C(=O)C=1C=NC=C(C1)C(F)(F)F)C1=CC=CC=2CCS(C21)(=O)=O N-[(2-amino-3-fluoroquinolin-7-yl)methyl]-N-(1,1-dioxo-2,3-dihydro-1λ6-benzothiophen-7-yl)-5-(trifluoromethyl)pyridine-3-carboxamide